5-fluoro-3-(2-(3-(4-bromophenyl)-4-oxothiazolidin-2-ylidene)hydrazono)-1H-indol-2-one FC=1C=C2C(C(NC2=CC1)=O)=NN=C1SCC(N1C1=CC=C(C=C1)Br)=O